N,N-dimethyl-salicylamide CN(C(C=1C(O)=CC=CC1)=O)C